ClC=1C=C(C=C(C1Cl)F)O 3,4-dichloro-5-fluorophenol